5-(5-(((tert-butyldimethylsilyl)oxy)methyl)pyrazin-2-yl)-4-methylisobenzofuran-1(3H)-one [Si](C)(C)(C(C)(C)C)OCC=1N=CC(=NC1)C=1C(=C2COC(C2=CC1)=O)C